(1R,2R)-ethyl 2-(1-((tert-butyldiphenylsilyl)oxy)-3-oxopropyl)cyclopropanecarboxylate [Si](C1=CC=CC=C1)(C1=CC=CC=C1)(C(C)(C)C)OC(CC=O)[C@H]1[C@@H](C1)C(=O)OCC